C1(CCCCC1)C(C)NS(=O)(=O)C=1C=C2C=NNC2=CC1 N-(1-cyclohexylethyl)-1H-indazole-5-sulfonamide